Thiazolopyridylamide N1=C(SC2=C1C=CC=N2)[NH-]